1-(4-acetyl-3,4-dihydro-2H-benzo[b][1,4]oxazin-6-yl)-2-chloroethan-1-one C(C)(=O)N1C2=C(OCC1)C=CC(=C2)C(CCl)=O